3-(4-methyl-3-nitrophenyl)-2-(4-(4-methylpiperazin-1-yl)phenyl)-1H-pyrrolo[2,3-b]pyridine-5-carbonitrile CC1=C(C=C(C=C1)C1=C(NC2=NC=C(C=C21)C#N)C2=CC=C(C=C2)N2CCN(CC2)C)[N+](=O)[O-]